BrC1=CC2=C([N+](=C(N=[N+]2[O-])NCCC(OC2CCN(CC2)C(C2=C(N=CC(=C2)Br)F)=O)=O)[O-])C=C1 7-bromo-3-((3-oxo-3-((1-(5-bromo-2-fluoronicotinoyl)piperidin-4-yl)oxy)propyl)amino)benzo[e][1,2,4]triazine-1,4-dioxide